NC1=NN2C(N=C(C=C2)N2C(CCC2)C=2C(=NC=C(C2)F)O)=C1C(=O)NCCO 2-amino-5-(2-(5-fluoro-2-hydroxypyridin-3-yl)pyrrolidin-1-yl)-N-(2-hydroxyethyl)pyrazolo[1,5-a]pyrimidine-3-carboxamide